alpha-cyclopropyl-alpha-(pyrimidin-5-yl)-4-methoxybenzyl alcohol C1(CC1)C(C1=CC=C(C=C1)OC)(C=1C=NC=NC1)O